{[4-(2-azetidinyl-2-oxoethyl)phenyl]amino}-N-[(4-methoxyphenyl)methyl]carboxamide N1(CCC1)C(CC1=CC=C(C=C1)NC(=O)NCC1=CC=C(C=C1)OC)=O